tert-Butyl (1-((3-(2-((4-(3-(2,4-dioxotetrahydropyrimidin-1(2H)-yl)-1-methyl-1H-indazol-6-yl)piperidin-1-yl)methyl)butyl)phenyl)sulfonyl)piperidin-4-yl)carbamate O=C1N(CCC(N1)=O)C1=NN(C2=CC(=CC=C12)C1CCN(CC1)CC(CC=1C=C(C=CC1)S(=O)(=O)N1CCC(CC1)NC(OC(C)(C)C)=O)CC)C